IC1=COC2=C(C=C(C=C2C1=O)C(C)NCCOC)C 3-iodo-6-(1-((2-methoxyethyl)amino)ethyl)-8-methyl-4H-chromen-4-one